3',4-biphenyldicarboxylic acid C1(=CC=C(C=C1)C(=O)O)C1=CC(=CC=C1)C(=O)O